C(CCCCC)(=O)OB1OC(C(O1)(C)C)(C)C (4,4,5,5-tetramethyl-1,3,2-dioxaborolan-2-yl) hexanoate